2-amino-N-[[6-(1-hydroxy-1-methyl-ethyl)-3-methyl-2-pyridyl]methyl]-8-methoxy-quinazoline-4-carboxamide NC1=NC2=C(C=CC=C2C(=N1)C(=O)NCC1=NC(=CC=C1C)C(C)(C)O)OC